ethyl (S)-3-(benzyl((S)-1-phenylethyl)amino)-6-(benzyloxy)hexanoate C(C1=CC=CC=C1)N([C@H](CC(=O)OCC)CCCOCC1=CC=CC=C1)[C@@H](C)C1=CC=CC=C1